FC1=CC=C(C=C1)S(=O)(=O)N1CC(C1)S(=O)(=O)C1=CC=CC=C1 N-(4-fluorobenzenesulfonyl)-3-benzenesulfonylazetidine